1H-benzimidazole-4-carboxylic acid N1C=NC2=C1C=CC=C2C(=O)O